N-(3-(4'-(2-(1H-imidazol-1-yl)ethoxy)-4,5,5',6'-tetrahydro-2H-spiro[furan-3,8'-pyrano[3,4-b]pyridin]-2'-yl)-1H-pyrrolo[2,3-c]pyridin-5-yl)acetamide N1(C=NC=C1)CCOC1=C2C(=NC(=C1)C1=CNC3=CN=C(C=C31)NC(C)=O)C3(OCC2)COCC3